OCC1=CC(=NC=C1)C1=C2CCN(C2=CC=C1)C(=O)OC(C)(C)C Tert-butyl 4-[4-(hydroxymethyl)pyridin-2-yl]-2,3-dihydroindole-1-carboxylate